COC1=C(C(=CC(=C1)C1=NC2=C(N1)C=CC(=C2)N2CCN(CC2)CC(F)(F)F)O)O 3-methoxy-5-(5-(4-(2,2,2-trifluoroethyl)piperazin-1-yl)-1H-benzo[d]imidazol-2-yl)benzene-1,2-diol